tert-butyl (3R,4R)-4-((1-(2,6-dioxopiperidin-3-yl)-3-methyl-1H-indazol-5-yl)amino)-3-methylpiperidine-1-carboxylate O=C1NC(CCC1N1N=C(C2=CC(=CC=C12)N[C@H]1[C@@H](CN(CC1)C(=O)OC(C)(C)C)C)C)=O